Methyl trans-3-hydroxy-3-methylcyclobutane-1-carboxylate OC1(CC(C1)C(=O)OC)C